FC1=C(C=C(C=C1)F)[C@H]1OC[C@@H](C[C@@H]1N)N1CC=2CN(CC2C1)S(=O)(=O)C (2R,3S,5R)-2-(2,5-difluorophenyl)-5-(5-(methylsulfonyl)-3,4,5,6-tetrahydropyrrolo[3,4-c]pyrrol-2(1H)-yl)tetrahydro-2H-pyran-3-amine